[Si](C)(C)(C(C)(C)C)O[C@@H](C/C=C/C(=O)N[C@@H](C(=O)OC)CC1=CC(=C(C=C1)OC)Cl)[C@@H](\C=C\C1=CC=NC=C1)C methyl (R)-2-((2E,5S,6R,7E)-5-((tert-butyldimethylsilyl)oxy)-6-methyl-8-(pyridin-4-yl)octa-2,7-dienamido)-3-(3-chloro-4-methoxyphenyl)propanoate